3-[[4-[(2R)-2-amino-3-(3-methyl-1-bicyclo[1.1.1]pentanyl)propoxy]-6-(2,6-dimethylphenyl)pyrimidin-2-yl]sulfamoyl]benzoic acid N[C@@H](COC1=NC(=NC(=C1)C1=C(C=CC=C1C)C)NS(=O)(=O)C=1C=C(C(=O)O)C=CC1)CC12CC(C1)(C2)C